ClC=1C(=CC(=NC1)C(F)(F)F)C(C(=O)N1C[C@]2(CC1)NC1=NC(=C(C=C1CC2)C2=NC=CC=N2)C)C 2-[5-chloro-2-(trifluoromethyl)pyridin-4-yl]-1-[(2S)-7-methyl-6-(pyrimidin-2-yl)-3,4-dihydro-1H-spiro[1,8-naphthyridine-2,3'-pyrrolidin]-1'-yl]propan-1-one